6-(5-(4-((tert-Butoxycarbonyl) amino) piperidin-1-yl) pentyl)-3-hydroxypicolinate C(C)(C)(C)OC(=O)NC1CCN(CC1)CCCCCC1=CC=C(C(=N1)C(=O)[O-])O